{3-[2-(Trifluoromethyl)pyridin-4-yl]bicyclo[1.1.1]pent-1-yl}acetic acid methyl ester COC(CC12CC(C1)(C2)C2=CC(=NC=C2)C(F)(F)F)=O